ClC1=NC(=C2N=CN(C2=N1)[C@@H]1SC[C@H]([C@H]1O)O)N(CC1=CC=CC=C1)CC1=CC=CC2=CC=CC=C12 (2R,3R,4S)-2-(2-chloro-6-(naphthalen-1-ylmethyl-benzylamino)-9H-purin-9-yl)tetrahydrothiophene-3,4-diol